3-Cyclopropyl-N-((1S)-((R)-3,3-difluorocyclohexyl)(6-(((5R)-2-oxo-5-(trifluoromethyl)piperidin-3-yl)methyl)imidazo[1,2-b]pyridazin-2-yl)methyl)isoxazole-4-carboxamide C1(CC1)C1=NOC=C1C(=O)N[C@H](C=1N=C2N(N=C(C=C2)CC2C(NC[C@@H](C2)C(F)(F)F)=O)C1)[C@H]1CC(CCC1)(F)F